OCCNCC=1C=CC(=NC1)NC(=O)C=1C(=C(C=CC1)C1=C(C(=CC=C1)C(=O)NC1=NC=C(C=C1)CNCCO)C)C N3,N3'-bis(5-(((2-hydroxyethyl)amino)methyl)pyridin-2-yl)-2,2'-dimethyl-[1,1'-biphenyl]-3,3'-dicarboxamide